BrC=1C(=NC(=NC1)NC1=C(C=C(C(=C1)C=1C=NN(C1)C)N1CCC(CC1)N1CCNCC1)OCC)NC=1C(=CC(=NC1)C1=CC=CC=C1)P(C)(C)=O (5-((5-bromo-2-((2-ethoxy-5-(1-methyl-1H-pyrazol-4-yl)-4-(4-(piperazine-1-yl)piperidin-1-yl)phenyl)amino)pyrimidin-4-yl)amino)-2-phenylpyridin-4-yl)dimethylphosphine oxide